glycerin nitrite N(=O)O.OCC(O)CO